Cobalt(II) Stearat C(CCCCCCCCCCCCCCCCC)(=O)[O-].[Co+2].C(CCCCCCCCCCCCCCCCC)(=O)[O-]